CC1=CC=CC2=C(C3=C(C=CC=C3C(=C12)OC(=O)OCCCCCCC)C)OC(=O)OCCCCCCC 1,5-dimethyl-9,10-bis(n-heptyloxycarbonyloxy)anthracene